CS(=O)(=O)C=1C=C(N)C=CC1 3-methanesulfonylaniline